O=C1NC(CCC1N1C(N(C2=C1C=CC=C2C=2CCN(CC2)C(=O)OC(C)(C)C)C)=O)=O 1-Tert-butyl 4-[1-(2,6-dioxo-3-piperidyl)-3-methyl-2-oxo-benzimidazol-4-yl]-3,6-dihydro-2H-pyridine-1-carboxylate